FC1=CC(=C(OC2=C(C(=O)NC3=CC(NC=C3)=O)C=CC(=C2)N2C(CCC2)=O)C=C1)C 2-(4-fluoro-2-methylphenoxy)-N-(2-oxo-1,2-dihydropyridin-4-yl)-4-(2-oxopyrrolidin-1-yl)benzamide